CC(CCO)CO 3-Methyl-1,4-butandiol